2-(2-(trifluoromethyl)phenyl)butane-1,4-diol FC(C1=C(C=CC=C1)C(CO)CCO)(F)F